N6-[(2R)-2-amino-2-phenyl-ethyl]-1-methyl-N4-[3-(trifluoromethyl)cyclobutyl]pyrazolo[3,4-d]pyrimidine-4,6-diamine N[C@@H](CNC1=NC(=C2C(=N1)N(N=C2)C)NC2CC(C2)C(F)(F)F)C2=CC=CC=C2